NCC(C)C(C(C)N)N (1-aminopropan-2-yl)propane-1,2-diamine